6-chloro-3-(2-cyclopropoxyphenyl)-1-((2-(trimethylsilyl)ethoxy)methyl)-1H-pyrazolo[3,4-b]pyridine ClC1=CC=C2C(=N1)N(N=C2C2=C(C=CC=C2)OC2CC2)COCC[Si](C)(C)C